BrC=1C=C(C=C(C1)F)NC(=S)C1=C(C(=O)N)C=CC=C1 ((3-bromo-5-fluorophenyl)carbamothioyl)benzamide